CC1=C(OC2=C(C1=O)C=C(C=C2[C@@H](C)NC=2C=CC=C1CNC(C21)=O)C)C=2C=NC=CC2 7-[[(1R)-1-[3,6-dimethyl-4-oxo-2-(3-pyridinyl)benzopyran-8-yl]ethyl]amino]isoindolin-1-one